ClC1=C(C(=O)NC2=CC=C3C=C(N(C3=C2)C)C(=O)NC2=CC=C(C=C2)C(F)(F)F)C=C(C=C1)CNC(C(C)C)=O 6-(2-chloro-5-(isobutyrylaminomethyl)benzoylamino)-1-methyl-N-(4-(trifluoromethyl)phenyl)-1H-indole-2-carboxamide